O=C[C@H](O)[C@@H](O)[C@H](O)[C@H](O)C(=O)O.O=C[C@H](O)[C@@H](O)[C@H](O)[C@H](O)C(=O)O d-glucuronic acid (D-glucuronate)